N1=CC=C(C=C1)CCS(=O)(=O)[O-] 4-pyridineethanesulfonate